ClC=1C=C(C=CC1F)NC1=NC=NC2=CC(=C(C=C12)OC1CCN(CC1)C(COC)=O)OCCOC 4-[(3-chloro-4-fluorophenyl)amino]-6-[1-(2-methoxy-acetyl)-piperidin-4-yl-oxy]-7-(2-methoxy-ethoxy)-quinazoline